5-[4-[3-(3-ethylmorpholin-4-yl)propoxy]phenoxy]imidazo[1,5-a]pyridine-7-carboxamide C(C)C1N(CCOC1)CCCOC1=CC=C(OC2=CC(=CC=3N2C=NC3)C(=O)N)C=C1